6-bromo-1-isopropyl-2-methoxy-1H-benzo[d]imidazole BrC=1C=CC2=C(N(C(=N2)OC)C(C)C)C1